C(C)C1=CC=C(C=C1)S(=O)(=O)OC1=CC=C(C=C1)NC(NC1=CC=C(C=C1)OS(=O)(=O)C1=CC=C(C=C1)CC)=O bis-[4-(p-ethylphenylsulfonyloxy)phenyl]urea